Ethyl (5-(2-fluoro-3-((4-oxo-3,4-dihydrophthalazin-1-yl)methyl)phenyl)-1H-benzoimidazol-2-yl)carbamate FC1=C(C=CC=C1CC1=NNC(C2=CC=CC=C12)=O)C1=CC2=C(NC(=N2)NC(OCC)=O)C=C1